C(C)(C)(C)N1N=C(C=C1NC=1C=CC2=C(CNS2(=O)=O)C1F)[C@H]1C[C@H](CC1)N1N=CC(=CC1=O)C(=C)C cis-2-(3-(1-(tert-butyl)-5-((4-fluoro-1,1-dioxido-2,3-dihydrobenzo[d]isothiazol-5-yl)amino)-1H-pyrazol-3-yl)cyclopentyl)-5-(prop-1-en-2-yl)pyridazin-3(2H)-one